5-[[2,4-dichloro-5-(2-pyridyl)benzoyl]amino]-N-[3-[4-[2-[4-[4-[(2,6-dioxo-3-piperidyl)amino]phenyl]-1-piperidyl]ethyl]phenyl]propyl]-1-phenyl-pyrazole-3-carboxamide formate C(=O)O.ClC1=C(C(=O)NC2=CC(=NN2C2=CC=CC=C2)C(=O)NCCCC2=CC=C(C=C2)CCN2CCC(CC2)C2=CC=C(C=C2)NC2C(NC(CC2)=O)=O)C=C(C(=C1)Cl)C1=NC=CC=C1